CC(C(=O)OCCCOC(C(=C)C)=O)=C propane-1,3-diyl bis(2-methylacrylate)